NC1=CC=C(C(=C1C(=O)N(C)C)F)C=1C(=C2C(=NC1)NC[C@]21C[C@@H](CC1)N1N=CC(=C1)Cl)Cl 6-Amino-3-((1R,3R)-4'-chloro-3-(4-chloro-1H-pyrazol-1-yl)-1',2'-dihydrospiro[cyclopentane-1,3'-pyrrolo[2,3-b]pyridin]-5'-yl)-2-fluoro-N,N-dimethylbenzamide